4-fluoro-1-(3-(4,4,5,5-tetramethyl-1,3,2-dioxaborolan-2-yl)phenyl)pyridin-2(1H)-one FC1=CC(N(C=C1)C1=CC(=CC=C1)B1OC(C(O1)(C)C)(C)C)=O